BrC1=CC=CC(=N1)NC(=O)[C@@H]1C[C@H](CN1)NC(OCC1C2=CC=CC=C2C=2C=CC=CC12)=O (9H-fluoren-9-yl)methyl ((3R,5S)-5-((6-bromopyridin-2-yl)carbamoyl)pyrrolidin-3-yl)carbamate